4,4,8-trimethyl-9-methylenedecahydro-3,8-methanoazulene CC1(C2C3CCC2C(CCC1)(C3=C)C)C